C(#N)[C@H]1N(CC1)C=1C=CC2=C(N=C(O2)C2=C3C=C(N=CC3=C(N=C2)NC)NC(=O)C2CC2)C1 (S)-N-(5-(5-(2-cyanoazetidin-1-yl)benzo[d]oxazol-2-yl)-8-(methylamino)-2,7-naphthyridin-3-yl)cyclopropanecarboxamide